C1(CCCCC1)[NH2+]C1CCCCC1.C(=O)(OC(C)(C)C)N[C@H](C(=O)[O-])CC=C (S)-2-(Boc-amino)-4-pentenoic acid dicyclohexylammonium salt